4-(3-chloro-2-fluorophenyl)-7-(((1R,5S,6s)-3-methyl-3-azabicyclo[3.1.0]hexane-6-yl)ethynyl)quinazoline-4,6-diamine ClC=1C(=C(C=CC1)C1(NC=NC2=CC(=C(C=C12)N)C#CC1[C@@H]2CN(C[C@H]12)C)N)F